2-dodecyl-2-ethylmalonic acid potassium salt [K+].C(CCCCCCCCCCC)C(C(=O)[O-])(C(=O)[O-])CC.[K+]